[OH-].[OH-].C(CCCC[N+]1=CC=C(C=C1)C1=CC=CC=C1)[N+]1=CC=C(C=C1)C1=CC=CC=C1 1,1'-(pentane-1,5-diyl)bis(4-phenylpyridin-1-ium) dihydroxide